2-fluoro-6-hydroxy-4-[(4-methoxyphenyl)methoxy]benzaldehyde FC1=C(C=O)C(=CC(=C1)OCC1=CC=C(C=C1)OC)O